N-(3-((5-chloro-2-((4-(4-methylpiperazin-1-yl)phenyl)amino)pyrimidin-4-yl)oxy)phenyl)acrylamide ClC=1C(=NC(=NC1)NC1=CC=C(C=C1)N1CCN(CC1)C)OC=1C=C(C=CC1)NC(C=C)=O